BrC1=CC=C(C=C1)S(=O)(=O)NC1=CC=C(C(=O)NC2=CC(=CC=C2)C#N)C=C1 4-((4-bromophenyl)sulfonamido)-N-(3-cyanophenyl)benzamide